methyl 3-(N-(6-((4-(((tert-butoxycarbonyl) amino) methyl)-1H-pyrazol-1-yl) methyl)-4-methoxybenzo[d]isoxazol-3-yl) sulfamoyl)-4-methoxybenzoate C(C)(C)(C)OC(=O)NCC=1C=NN(C1)CC1=CC2=C(C(=NO2)NS(=O)(=O)C=2C=C(C(=O)OC)C=CC2OC)C(=C1)OC